FC1=C2C(CCOC2=CC(=C1)OC(C1=CC=C(C#N)C=C1)C1=CC=NC=C1)=O 4-(((5-fluoro-4-oxochroman-7-yl)oxy)(pyridin-4-yl)methyl)benzonitrile